7-chloro-N-[(1S)-1-cyclopropyl-2,2,2-trifluoroethyl]-6-fluoro-4-oxo-1-(2,4,6-trifluorophenyl)-1,4-dihydro-1,8-naphthyridine-3-carboxamide ClC1=C(C=C2C(C(=CN(C2=N1)C1=C(C=C(C=C1F)F)F)C(=O)N[C@H](C(F)(F)F)C1CC1)=O)F